3-methyl-2-[2-[[(3R)-pyrrolidin-3-yl]methyl]pyrazolo[3,4-b]pyridin-6-yl]-5-(trifluoromethyl)phenol CC=1C(=C(C=C(C1)C(F)(F)F)O)C=1C=CC=2C(N1)=NN(C2)C[C@H]2CNCC2